1-(4'-isopropylphenyl)-2-hydroxy-2-methylpropan-1-one C(C)(C)C1=CC=C(C=C1)C(C(C)(C)O)=O